C(C1=CC=CC=C1)N(CC(=O)C=1C=NN(C1)C)CCO 2-(benzyl(2-hydroxyethyl)amino)-1-(1-methyl-1H-pyrazol-4-yl)ethan-1-one